(1S,2S)-N-(6-(5-chloro-6-fluoro-7-((propan-2-yl-1,1,1,3,3,3-d6)amino)-1H-indazol-4-yl)imidazo[1,2-a]pyrazin-2-yl)-2-fluorocyclopropane-1-carboxamide ClC=1C(=C2C=NNC2=C(C1F)NC(C([2H])([2H])[2H])C([2H])([2H])[2H])C=1N=CC=2N(C1)C=C(N2)NC(=O)[C@H]2[C@H](C2)F